N-[2-methyl-5-[(methylamino)methyl]phenyl]-4-[(4-phenyl-2-quinazolinyl)amino]-(N-[2-methyl-5-[(methylamino)methyl]phenyl]-4-[(4-phenyl-2-quinazolinyl)amino]-Benzamide) CC1=C(C=C(C=C1)CNC)N(C(C1=CCC(C=C1)(NC1=NC2=CC=CC=C2C(=N1)C1=CC=CC=C1)NC1=NC2=CC=CC=C2C(=N1)C1=CC=CC=C1)=O)C1=C(C=CC(=C1)CNC)C